Cl.FC1(CNCCC1C1CCOCC1)F 3,3-difluoro-4-(tetrahydro-2H-pyran-4-yl)piperidine HCl